(3-{[((7S)-3,4-dimethoxybicyclo[4.2.0]octa-1,3,5-trien-7-yl)methyl]methylamino}propyl)-1,3,4,5-tetrahydro-7,8-dimethoxy-2H-3-benzazepin-2-one hydrogen sulfate salt S(=O)(=O)(O)O.COC=1C=C2C[C@@H](C2=CC1OC)CN(CCCC1C(NCCC2=C1C=C(C(=C2)OC)OC)=O)C